ethyl 2-amino-5-((2R,4S)-2-(2-((R)-3-(tert-butoxycarbonylamino) but-1-yn-1-yl)-5-fluoropyridin-3-yl)-4-fluoropyrrolidin-1-yl)pyrazolo[1,5-a]pyrimidine-3-carboxylate NC1=NN2C(N=C(C=C2)N2[C@H](C[C@@H](C2)F)C=2C(=NC=C(C2)F)C#C[C@@H](C)NC(=O)OC(C)(C)C)=C1C(=O)OCC